P(=O)(O)(O)[O-].O[C@@H]1COCC[C@H]1[NH3+] (3S,4R)-3-hydroxytetrahydro-2H-pyran-4-aminium dihydrogen phosphate salt